(2-(2-phenyl-9H-carbazol-9-yl)dibenzo[b,d]thiophen-4-yl)boronic acid C1(=CC=CC=C1)C1=CC=2N(C3=CC=CC=C3C2C=C1)C1=CC2=C(SC3=C2C=CC=C3)C(=C1)B(O)O